FC1=CC=C(C(=N1)C)C1=CC=C(C=C1)CN1C=NC(C=C1O)=O {[4-(6-fluoro-2-methylpyridin-3-yl)phenyl]methyl}-6-hydroxy-1,4-dihydropyrimidin-4-one